2,2,6-trimethyl-alpha-propyl-cyclohexanpropanol CC1(C(C(CCC1)C)CCC(O)CCC)C